BrC1=CC(=CC(=C1)OCOC)Cl 1-bromo-3-chloro-5-(methoxymethoxy)benzene